(S)-N-(3-(2-methoxy-3-(1-(2-oxopiperidin-3-yl)-1H-pyrazol-4-yl)phenyl)-1-methyl-1H-pyrazolo[3,4-c]pyridin-5-yl)cyclopropanecarboxamide COC1=C(C=CC=C1C=1C=NN(C1)[C@@H]1C(NCCC1)=O)C1=NN(C2=CN=C(C=C21)NC(=O)C2CC2)C